NC1(CC2=CC=CC(=C2C1)Cl)C(=O)O 2-amino-4-chloro-1,3-dihydroindene-2-carboxylic acid